P(=O)(O)(O)[O-].P(=O)(O)(O)[O-].P(=O)(O)(O)[O-].[Al+3] Aluminium tris(dihydrogenphosphat)